methyl 3-chloro-2-methoxy-6,7,8,9-tetrahydro-5H-benzo[7]annulene-4-carboxylate ClC1=C(C2=C(CCCCC2)C=C1OC)C(=O)OC